C(C=C)(=O)OCCCOC1CCCCC1 3-(Cyclohexyloxy)propyl Acrylate